(R)-tert-Butyl 4-chloro-3-(2-fluorophenyl)-1-((S)-2-methyl-4-propionylpiperazin-1-yl)-12-oxo-6a,7,9,10-tetrahydro-6H-pyrazino[2,1-c]pyrido[3,4-f][1,4]oxazepine-8(12H)-carboxylate ClC1=C(N=C(C=2C(N3[C@@H](COC21)CN(CC3)C(=O)OC(C)(C)C)=O)N3[C@H](CN(CC3)C(CC)=O)C)C3=C(C=CC=C3)F